(S)-2-methyl-4-propionylpiperazine-1-carboxylic acid tert-butyl ester C(C)(C)(C)OC(=O)N1[C@H](CN(CC1)C(CC)=O)C